C(#N)CC1(CN(C1)C1CCN(CC1)C(=O)NC=1C(=NC=CC1)OC)N1C=C(C=C1)C=1C2=C(N=CN1)NC=C2 4-{3-(cyanomethyl)-3-[3-(7H-pyrrolo[2,3-d]pyrimidin-4-yl)-1H-pyrrol-1-yl]azetidin-1-yl}-N-(2-methoxypyridin-3-yl)piperidine-1-carboxamide